CC1=C(NC(=C1)C)C(=O)OCC Ethyl 3,5-dimethylpyrrole-2-carboxylate